(3S,3aR,8bR)-3-(5-fluoro-2-hydroxyphenyl)-3a-nitro-2,3,3a,8b-tetrahydro-1H-benzofuro[2,3-c]pyrrole-1,1-dicarboxylic acid diethyl ester C(C)OC(=O)C1([C@@H]2[C@]([C@@H](N1)C1=C(C=CC(=C1)F)O)(OC1=C2C=CC=C1)[N+](=O)[O-])C(=O)OCC